methylenebisethyl-methyl-aniline C=CN(C1=C(C=CC=C1)CC)CC